C(C)OC(C(C)(C)Cl)=O Ethyl-2-chloroisobutanoat